NC1=NC=C(C2=C1C(=NN2C)C2=CC(=C(C=C2)NS(=O)(=O)CC2=CC=CC=C2)O[C@@H](C)C2=CC=C(C=C2)F)C=2C=NN(C2)C2CCOCC2 (S)-N-(4-(4-amino-1-methyl-7-(1-(tetrahydro-2H-pyran-4-yl)-1H-pyrazol-4-yl)-1H-pyrazolo[4,3-c]pyridin-3-yl)-2-(1-(4-fluorophenyl)eth-oxy)phenyl)-1-phenyl-methanesulfonamide